N-(4-(6-(2-(dimethylamino)ethoxy)pyrazin-2-yl)phenyl)-2-methylpropanamide CN(CCOC1=CN=CC(=N1)C1=CC=C(C=C1)NC(C(C)C)=O)C